C1(CC1)C1=NN(C=C1C1=NC2=CC(=CC=C2N=C1)N1CCOCC1)CCCCCCNC=1C=C2C(N(C(C2=CC1)=O)C1C(NC(CC1)=O)=O)=O 5-((6-(3-Cyclopropyl-4-(7-morpholinoquinoxalin-2-yl)-1H-pyrazol-1-yl)hexyl)amino)-2-(2,6-dioxopiperidin-3-yl)isoindoline-1,3-dione